C(C)OC(=O)C=1C=NN(C1)CC1=CC(=CC=C1)CCOC 1-(3-(2-methoxyethyl)benzyl)-1H-pyrazole-4-carboxylic acid ethyl ester